BrC1C(NC(NC1)=O)=O 5-bromodihydro-2,4(1H,3H)-pyrimidinedione